O.[I+] iodine (I) water